N'-[methylenebis(2,6-dimethyl-4,1-phenylene)]bis-[2,2-dimethylpropionamide] C(C1=CC(=C(C(=C1)C)CC(C(=O)N)(C)C)C)C1=CC(=C(C(=C1)C)CC(C(=O)N)(C)C)C